OC[C@@H]1CC[C@H](CC1)NC(OC(C)(C)C)=O tert-butyl [trans-4-(hydroxymethyl)cyclohexyl]carbamate